N-(4-chlorophenyl)-2-[(7-trifluoromethylquinolin-4-yl)amino]benzamide ClC1=CC=C(C=C1)NC(C1=C(C=CC=C1)NC1=CC=NC2=CC(=CC=C12)C(F)(F)F)=O